C(C)(C)(C)OC(=O)N1C[C@H]([C@H](CC1)NC1=C(C=C(C=C1)Cl)C)C (3R,4S)-4-(4-chloro-2-methyl-anilino)-3-methyl-piperidine-1-carboxylic acid tert-butyl ester